COC1=CC(=NC(=C1)C2=CC=CC=C2)/C=N/O The molecule is a pyridine alkaloid that is 2-phenylpyridine substituted by a methoxy group at position 4 and a (E)-(hydroxyimino)methyl group at position 6. Isolated from the marine-derived actinomycete Actinoalloteichus cyanogriseus, it exhibits antineoplastic activity. It has a role as an antineoplastic agent, a bacterial metabolite and a marine metabolite. It is an aldoxime, an aromatic ether and a pyridine alkaloid.